2,2-bis(4-amino-phenoxyphenyl)propane ethyl-diethoxyacetate C(C)OC(C(OCC)OCC)=O.NC1=CC=C(OC2=C(C=CC=C2)C(C)(C)C2=C(C=CC=C2)OC2=CC=C(C=C2)N)C=C1